C(C)(C)[C@H]1[C@@H]([C@@H]2CC[C@H]1C2)N |r| rac-(1R,2R,3R,4S)-3-isopropylbicyclo[2.2.1]heptan-2-amine